Cl.N1(CCCC1)CCCC(=O)O 4-(pyrrolidin-1-yl)butyric acid hydrochloride